2,2-dimethyl-1-(5-(tetrahydro-2H-pyran-2-yl)-4,5-dihydro-1H-pyrazol-1-yl)propan-1-one CC(C(=O)N1N=CCC1C1OCCCC1)(C)C